(3-fluorophenyl)-2-(pyridin-4-yl)pyrido[3,4-d]pyrimidin-4-amine FC=1C=C(C=CC1)C1=CN=CC=2N=C(N=C(C21)N)C2=CC=NC=C2